FC1(CCN(CC1)C(=O)C1=CN(C(C2=CC(=C(C=C12)OC)OC)=O)C1=C2C=CN(C2=CC(=C1)F)C)F 4-(4,4-difluoropiperidine-1-carbonyl)-2-(6-fluoro-1-methyl-1H-indol-4-yl)-6,7-dimethoxyisoquinolin-1(2H)-one